C(\C=C\C(=O)O)(=O)O.FC1=CC2=C(C(=NO2)C2CCN(CC2)CCCOC2CN3C(CCC4=CC=CC2=C34)=O)C=C1 (3-(4-(6-fluorobenzo[d]isoxazol-3-yl)piperidin-1-yl)propoxy)-5,6-dihydro-1H-pyrrolo[3,2,1-ij]quinolin-4(2H)-one fumarate salt